N=1C=NN2C1C=C(C=C2)C2=CNC=1N=C(N=C(C12)OC)NC1CCC(CC1)(O)C (1r,4r)-4-((5-([1,2,4]triazolo[1,5-a]pyridin-7-yl)-4-methoxy-7H-pyrrolo[2,3-d]pyrimidin-2-yl)amino)-1-methylcyclohexan-1-ol